BrC=1C=C(C=CC1)[C@H](C)NC(=O)C=1OC=C(N1)C1=NC(=NC=C1C)NC1=CC=NN1C (S)-N-(1-(3-bromophenyl)ethyl)-4-(5-methyl-2-((1-methyl-1H-pyrazol-5-yl)amino)pyrimidin-4-yl)oxazole-2-carboxamide